2-ethylhexyl bis(p-tolyl) phosphate P(=O)(OCC(CCCC)CC)(OC1=CC=C(C=C1)C)OC1=CC=C(C=C1)C